5-(3,5-dimethylphenyl)nicotinamide CC=1C=C(C=C(C1)C)C=1C=NC=C(C(=O)N)C1